(3Z)-6-(methoxymethoxy)-3-hexenyl-magnesium chloride COCOCC\C=C/CC[Mg]Cl